CC1=NC=CC(=C1)C(=O)N 2-methyl-pyridine-4-carboxamide